Methyl (S)-2-((S)-3-cyclopropyl-2-(2-((S)-1-(2,3-difluorobenzyl)-5-oxopyrrolidin-2-yl)acetamido)propanamido)-3-(3,4-dihydroxyphenyl)propanoate C1(CC1)C[C@@H](C(=O)N[C@H](C(=O)OC)CC1=CC(=C(C=C1)O)O)NC(C[C@H]1N(C(CC1)=O)CC1=C(C(=CC=C1)F)F)=O